(Z)-4-((6-((2,6-dimethylbenzyl)sulfonyl)-3-oxo-3,4-dihydro-2H-benzo[b][1,4]thiazin-2-ylidene)methyl)phenyl acetate C(C)(=O)OC1=CC=C(C=C1)\C=C/1\C(NC2=C(S1)C=CC(=C2)S(=O)(=O)CC2=C(C=CC=C2C)C)=O